C(C)(C)(C)OC(=O)N1CC(C1)CN1N=NC=C1 3-((1H-1,2,3-triazol-1-yl)methyl)azetidine-1-carboxylic acid tert-butyl ester